1-(2-(3-(tert-butyl)-5-(1-(5-(tert-butyl)-[1,1'-biphenyl]-2-yl)-1H-benzo[d]imidazol-2-yl)phenoxy)dibenzo[b,d]furan-4-yl)-1H-benzo[d]imidazol-3-ium chloride [Cl-].C(C)(C)(C)C=1C=C(OC2=CC3=C(OC4=C3C=CC=C4)C(=C2)N2C=[NH+]C4=C2C=CC=C4)C=C(C1)C1=NC4=C(N1C1=C(C=C(C=C1)C(C)(C)C)C1=CC=CC=C1)C=CC=C4